2-(5-(3-amino-5-bromo-1H-pyrazol-1-yl)-2H-indazol-2-yl)ethan-1-ol NC1=NN(C(=C1)Br)C1=CC2=CN(N=C2C=C1)CCO